C(C\N=C(/C)\C1=C(C=CC(=C1)C(F)(F)F)[O-])\N=C(/C)\C1=C(C=CC(=C1)C(F)(F)F)[O-] 2,2'-((1E,1'E)-(ethane-1,2-diylbis(azanylylidene))bis(ethan-1-yl-1-ylidene))bis(4-(trifluoromethyl)phenolate)